5-[(3R)-3-(tert-butoxycarbonylamino)-5-[[4-(cyclopentoxy)phenyl]methyl]-4-oxo-2,3-dihydro-1,5-benzothiazepin-7-yl-1,3,4-oxadiazol-2-yl]pyrrolidine-1-carboxylate C(C)(C)(C)OC(=O)N[C@H]1CSC2=C(N(C1=O)CC1=CC=C(C=C1)OC1CCCC1)C=C(C=C2)C2=NN=C(O2)C2CCCN2C(=O)[O-]